Methyl 3-(3-(4-(((ethylthiocarbamoylamino)oxy) methyl)phenoxy)azetidin-1-yl)-2-(1H-pyrrol-1-yl)benzoate C(C)NC(=S)NOCC1=CC=C(OC2CN(C2)C=2C(=C(C(=O)OC)C=CC2)N2C=CC=C2)C=C1